tert-butyl 4-((1-((3-(5-carbamimidoylthiophen-3-yl)phenyl)amino)-2-methyl-1-oxopropan-2-yl)oxy)benzoate C(N)(=N)C1=CC(=CS1)C=1C=C(C=CC1)NC(C(C)(C)OC1=CC=C(C(=O)OC(C)(C)C)C=C1)=O